2-fluoro-4-((1r,3r)-1-methoxy-3-methylcyclobutyl)pyridine FC1=NC=CC(=C1)C1(CC(C1)C)OC